C1(=CC=CC=C1)C=1OC2=C(S(N1)(=O)=O)C=C(C=C2)N2N=C(C=C2C2=CC=C(C=C2)C)C(F)(F)F 3-phenyl-7-(5-(p-tolyl)-3-(trifluoromethyl)-1H-pyrazol-1-yl)benzo[e][1,4,3]oxathiazine-1,1-dioxide